[Si](C)(C)(C(C)(C)C)N1N=C(C(=C1)C=O)OC 1-(tert-butyldimethylsilyl)-3-methoxypyrazole-4-carbaldehyde